N1(CCCC1)C1=CC=C(C=N1)N 6-(pyrrolidin-1-yl)pyridin-3-amine